undecyl 6-((6-((4,4-bis(((Z)-oct-5-en-1-yl)oxy)butanoyl)oxy)hexyl)(4-hydroxybutyl)amino)hexanoate C(CCC\C=C/CC)OC(CCC(=O)OCCCCCCN(CCCCCC(=O)OCCCCCCCCCCC)CCCCO)OCCCC\C=C/CC